(S)-N-(4-(4-((2-amino-4-methylpentyl)oxy)-3-fluorophenyl)pyridin-2-yl)acetamide N[C@H](COC1=C(C=C(C=C1)C1=CC(=NC=C1)NC(C)=O)F)CC(C)C